pentafluorophenyl 3-(2,4-dioxotetrahydropyrimidin-1(2H)-yl)-4-(trifluoromethyl)benzoate O=C1N(CCC(N1)=O)C=1C=C(C(=O)OC2=C(C(=C(C(=C2F)F)F)F)F)C=CC1C(F)(F)F